O([Si](C1=CC=CC=C1)(C1=CC=CC=C1)C(C)(C)C)CCO 2-(tert-butyldiphenylsiloxy)ethanol